tert-butyl (1R,5S)-8-(3-nitrophenyl)-3,8-diazabicyclo[3.2.1]octane-3-carboxylate [N+](=O)([O-])C=1C=C(C=CC1)N1[C@H]2CN(C[C@@H]1CC2)C(=O)OC(C)(C)C